2-(3,4-dichlorophenyl)-1-ethyl-6-[(methoxycarbonylamino)methyl]-4-oxo-pyridine-3-carboxylic acid ClC=1C=C(C=CC1Cl)C=1N(C(=CC(C1C(=O)O)=O)CNC(=O)OC)CC